C(C)NC=1C=C(C=C(C1)C1(CCC1)CC1=NN=CN1C)N1C(C2=CC(=CC(=C2C1)C(F)(F)F)CNC1(CCC1)C)=O 2-(3-(ethylamino)-5-(1-((4-methyl-4H-1,2,4-triazol-3-yl)methyl)cyclobutyl)phenyl)-6-(((1-methylcyclobutyl)amino)methyl)-4-(trifluoromethyl)isoindolin-1-one